[Si](C)(C)(C(C)(C)C)OC[C@](CCCC)(C)NC1=C(C(=NC2=CC(=CC=C12)F)Cl)C(=O)OCC ethyl (R)-4-((1-((tert-butyldimethylsilyl) oxy)-2-methylhexan-2-yl) amino)-2-chloro-7-fluoroquinoline-3-carboxylate